4-(dimethylamino)-4'-nitrosodiphenylamine CN(C)C1=CC=C(C=C1)NC2=CC=C(C=C2)N=O